ClC=1C=C(C=CC1F)NC1=NC=NC2=CC(=C(C=C12)NC(C=C)=O)OCCCN1CCN(CC1)CC=1C=C2CN(C(C2=CC1)=O)C1C(NC(CC1)=O)=O N-(4-((3-chloro-4-fluorophenyl)amino)-7-(3-(4-((2-(2,6-dioxopiperidin-3-yl)-1-oxoisoindoline-5-yl)methyl)piperazin-1-yl)propoxy)quinazolin-6-yl)acrylamide